5,5-dimethyl-1-pyrrolidine-n-oxide CC1(CCC=[N+]1[O-])C